5-(p-tolyl)-1H-imidazole-2-carbonitrile C1(=CC=C(C=C1)C1=CN=C(N1)C#N)C